FC(CC=1C(=NC(=NC1OC)NS(=O)(=O)C=1C=2CCN(C(C2C=CC1)=O)C)OC)F N-[5-(2,2-difluoroethyl)-4,6-dimethoxy-pyrimidin-2-yl]-1-keto-2-methyl-3,4-dihydroisoquinoline-5-sulfonamide